2-(pyridin-4-yl)propane N1=CC=C(C=C1)C(C)C